The molecule is an acyl-CoA that results from the formal condensation of the thiol group of coenzyme A with the carboxy group of oscr#17. It derives from an oscr#17. It is a conjugate acid of an oscr#17-CoA(4-). C[C@H]1[C@@H](C[C@H]([C@@H](O1)OCCCCCCCC/C=C/C(=O)SCCNC(=O)CCNC(=O)[C@@H](C(C)(C)COP(=O)(O)OP(=O)(O)OC[C@@H]2[C@H]([C@H]([C@@H](O2)N3C=NC4=C(N=CN=C43)N)O)OP(=O)(O)O)O)O)O